C1CN(CCC12CCCCC2)CC2=CC=C(CSC1=C3CN(C(C3=CC=C1)=O)C1C(NC(CC1)=O)=O)C=C2 3-(4-((4-((3-azaspiro[5.5]undecan-3-yl)methyl)benzyl)thio)-1-oxoisoindolin-2-yl)piperidine-2,6-dione